ClC1=NC=C(C(=C1)NCC=1N=C2N(C=C(C=C2N2C(N(C(C2)=O)C)=O)C2CC2)C1)[N+](=O)[O-] 1-(2-(((2-chloro-5-nitropyridin-4-yl)amino)methyl)-6-cyclopropylimidazo[1,2-a]pyridin-8-yl)-3-methylimidazolidine-2,4-dione